(2-aminothiazol-5-yl)(phenyl)methanone NC=1SC(=CN1)C(=O)C1=CC=CC=C1